(2R,3R,4R,5S)-4-[[4-cyclopropyl-3-(3,4-difluoro-2-methoxy-phenyl)-5-methyl-5-(trifluoromethyl)tetrahydrofuran-2-carbonyl]amino]pyridine-2-carboxamide C1(CC1)[C@@H]1[C@@H]([C@@H](O[C@@]1(C(F)(F)F)C)C(=O)NC1=CC(=NC=C1)C(=O)N)C1=C(C(=C(C=C1)F)F)OC